2-[(3R,5S)-3,5-dimethylpiperazin-1-yl]-5-methanesulfonylpyrazine C[C@@H]1CN(C[C@@H](N1)C)C1=NC=C(N=C1)S(=O)(=O)C